6-(3,5-dimethylisoxazol-4-yl)quinazolin-4-amine CC1=NOC(=C1C=1C=C2C(=NC=NC2=CC1)N)C